1-((5-(difluoromethyl)-1-(tetrahydro-2H-pyran-2-yl)-1H-pyrazol-3-yl)methyl)-1-(2-methoxypyrimidin-5-yl)-3-(3,4,5-trifluorophenyl)urea FC(C1=CC(=NN1C1OCCCC1)CN(C(=O)NC1=CC(=C(C(=C1)F)F)F)C=1C=NC(=NC1)OC)F